O1C(=CC2=C1C=CC=C2)C(=O)NC(C(=O)O)CC2=CC=CC=C2 2-(1-benzofuran-2-carbonylamino)-3-phenylpropanoic acid